(5S)-2-{[3-Fluoro-2-(trifluoromethyl)pyridin-4-yl]methyl}-5-[(3-hydroxyazetidin-1-yl)carbonyl]-5,6,7,8-tetrahydro[1,2,4]triazolo[4,3-a]pyridin-3(2H)-one FC=1C(=NC=CC1CN1N=C2N([C@@H](CCC2)C(=O)N2CC(C2)O)C1=O)C(F)(F)F